1-(3,5-dichloropyridin-2-yl)-3-bromo-1H-pyrazole-5-carboxylic acid ClC=1C(=NC=C(C1)Cl)N1N=C(C=C1C(=O)O)Br